(3S,6S,7R)-12-(benzyloxy)-N-(2,4-difluorobenzyl)-6-methoxy-3-methyl-1,11-dioxo-1,6,7,11-tetrahydro-3H-2,7-methanopyrido[1,2-a][1,4]diazonine-6-d-10-carboxamide C(C1=CC=CC=C1)OC=1C(C(=CN2C1C(N1[C@H](C=C[C@]([C@H]2C1)([2H])OC)C)=O)C(=O)NCC1=C(C=C(C=C1)F)F)=O